[Nd].[Ba].[Bi] bismuth barium neodymium